2-(4-chloro-1-(1-hydroxypropan-2-yl)-1H-pyrazol-5-yl)-4-(4-(1-ethyl-4-(trifluoromethyl)-1H-imidazol-2-yl)benzyl)-6,7-dihydropyrazolo[1,5-a]pyrimidin ClC=1C=NN(C1C1=NN2C(N(CCC2)CC2=CC=C(C=C2)C=2N(C=C(N2)C(F)(F)F)CC)=C1)C(CO)C